ClC=1C=C(C=NC1)C1=NOC(=N1)C=1C=CC(N(C1)CC=1C=NC=CC1)=O 5-(3-(5-chloropyridin-3-yl)-1,2,4-oxadiazol-5-yl)-1-(pyridin-3-ylmethyl)pyridin-2(1H)-one